N(=C=S)CC1CSCC1CN=C=S 3,4-Bis(isothiocyanatomethyl)tetrahydrothiophene